The molecule is a long-chain fatty acyl-CoA resulting from the formal condensation of the carboxy group of hexadecanoic acid with the thiol group of coenzyme A. It has a role as an Escherichia coli metabolite and a mouse metabolite. It is a long-chain fatty acyl-CoA, a palmitoyl bioconjugate, an 11,12-saturated fatty acyl-CoA and a 3-substituted propionyl-CoA. It derives from a coenzyme A, a hexadecanoic acid and a hexadecanoate. It is a conjugate acid of a palmitoyl-CoA(4-). CCCCCCCCCCCCCCCC(=O)SCCNC(=O)CCNC(=O)[C@@H](C(C)(C)COP(=O)(O)OP(=O)(O)OC[C@@H]1[C@H]([C@H]([C@@H](O1)N2C=NC3=C(N=CN=C32)N)O)OP(=O)(O)O)O